S1(=O)(=O)OSSO1 Dithio sulfate